(2S,4R)-1-(2-(4-amino-6-(trifluoromethyl)-9H-pyrimido[4,5-b]indol-9-yl)acetyl)-N-(6-bromopyridin-2-yl)-4-fluoropyrrolidine-2-carboxamide NC1=NC=NC=2N(C3=CC=C(C=C3C21)C(F)(F)F)CC(=O)N2[C@@H](C[C@H](C2)F)C(=O)NC2=NC(=CC=C2)Br